BrC=1C=CC=C2CCCN(C12)CCCC(=O)OC methyl 4-(8-bromo-3,4-dihydroquinolin-1(2H)-yl)butanoate